P(=O)(OCCCC)(OCCCC)OCCCCCCCOP(=O)(OCCCC)OCCCC Tetrabutyl heptane-1,7-diyl bisphosphate